1-(1-{2-[4-(2,3-Dimethylphenyl)piperazin-1-yl]-2-oxoethyl}-1,4,5,6-tetrahydrocyclopenta[c]pyrazol-3-carbonyl)-4-methyl-1,4-diazepan-5-on CC1=C(C=CC=C1C)N1CCN(CC1)C(CN1N=C(C2=C1CCC2)C(=O)N2CCN(C(CC2)=O)C)=O